FC=1C=C(CN2N=CC3=C(C2=O)N(C2=C3SC(=N2)C)C)C=CC1 6-(3-Fluorobenzyl)-2,4-dimethyl-4H-thiazolo[5',4':4,5]pyrrolo[2,3-d]pyridazin-5(6H)-one